C(C(=C)C)(=O)O.SCCS 1,2-dimercaptoethane monomethacrylate